C(C)(C)(C)NC(=O)C1=C(C(=O)O)C=CC=C1Cl (tert-butylcarbamoyl)-3-chlorobenzoic acid